CNS(=O)(=O)C1=CC(=C(C=C1)NCC1=CC=C(C=C1)C(F)(F)F)C=1N=CN(C1)C N-Methyl-3-(1-methyl-1H-imidazol-4-yl)-4-((4-(trifluoromethyl)benzyl)amino)benzenesulfonamide